C(C)(C)OC(=O)[C@@H]1CN(CCC1)C([C@@H](C)OC1=CC=C2C(=CC(OC2=C1)=O)C1=C(C=C(C=C1)F)Cl)=O (3S)-1-[(2R)-2-[4-(2-chloro-4-fluoro-phenyl)-2-oxo-chromen-7-yl]oxypropionyl]piperidine-3-carboxylic acid isopropyl ester